NC1=C2C(=NC=N1)N(N=C2C2=CC(=C(C=C2)C)F)C(C)C2=NC1=CC=C(C=C1C(N2C2CC2)=O)F 2-(1-(4-amino-3-(3-fluoro-4-methylphenyl)-1H-pyrazolo[3,4-d]pyrimidin-1-yl)ethyl)-3-cyclopropyl-6-fluoroquinazolin-4(3H)-one